C(C)OC(=O)C=1N=C(SC1)N[C@@H](CC1=CC=C(C=C1)NS(=O)(=O)O)C=1N=C(SC1)C1=CC=CC=C1 (S)-4-{2-[4-(ethoxycarbonyl)thiazol-2-ylamino]-2-(2-phenylthiazol-4-yl)ethyl}-phenylaminosulfonic acid